C1(CC1)N=S1(CCC(CC1)(F)C1=CC2=C(N=CN=C2N[C@H](C)C2=C(C(=CC=C2)C(F)F)F)N(C1)C)=O 6-((1S,4s)-1-(cyclopropylimino)-4-fluoro-1-oxidohexahydro-1λ6-thiopyran-4-yl)-4-(((R)-1-(3-(difluoromethyl)-2-fluorophenyl)ethyl)amino)-8-methylpyrido[2,3-d]pyrimidin